C1(CCCCC1)NCCCNC1CCCCC1 dicyclohexyl-1,3-propylenediamine